C(C)(C)(C)C1=CC=C(C(=O)N2C(N(C(C2=O)=O)C2=C(C=CC=C2)F)=S)C=C1 (4-(tert-butyl)benzoyl)-1-(2-fluorophenyl)-2-thioxooxoimidazolidin-4-one